CNC(=O)NC(N)=N 3-(methylcarbamoyl)guanidine